C1(=CC=CC=C1)P(N)(=O)C1=CC=CC=C1 Diphenyl-phosphinic amide